N1=CC=C(C=C1)C=1N=CC=2N(C1)C(=CN2)C2=NC=CC(=N2)N2CCN(CC2)C(C)=O 1-(4-(2-(6-(pyridin-4-yl)imidazo[1,2-a]pyrazin-3-yl)pyrimidin-4-yl)piperazin-1-yl)ethan-1-one